3-(4-(2-hydroxy-2-methylpropyl)phenyl)propanal ethyl-1H-indazole-5-carboxylate C(C)OC(=O)C=1C=C2C=NNC2=CC1.OC(CC1=CC=C(C=C1)CCC=O)(C)C